[(1S,2R,5R)-2-isopropyl-5-methylcyclohexyl] 2-[(2R)-1-[(2,3-difluorophenyl)methyl]-5-oxopyrrolidin-2-yl]acetate FC1=C(C=CC=C1F)CN1[C@H](CCC1=O)CC(=O)O[C@@H]1[C@H](CC[C@H](C1)C)C(C)C